[Na].C1(CC(=CC=C1)C)(C)O 3-xylenol sodium salt